CC(C)(C)OC(=O)N1CCC(CC1)CN 1-N-Boc-4-(aminomethyl)piperidine